2-Methylcholine CC(C[N+](C)(C)C)O